CN(C=1C=C(C=CC1)[C@@H]1N(C[C@H](CC1)C)C(C(=O)NC1=NC=CC=C1C(=O)N)=O)C [[2-[(2R,5S)-2-[3-(dimethylamino)phenyl]-5-methyl-1-piperidyl]-2-oxo-acetyl]amino]pyridine-3-carboxamide